(R)-(4-bromophenyl)-oxirane BrC1=CC=C(C=C1)[C@H]1OC1